2-((3-(octyl-d17)-1,2,4-oxadiazol-5-yl)methyl)acrylic acid C(C(C(C(C(C(C(C([2H])([2H])[2H])([2H])[2H])([2H])[2H])([2H])[2H])([2H])[2H])([2H])[2H])([2H])[2H])(C1=NOC(=N1)CC(C(=O)O)=C)([2H])[2H]